tellurium-tin-germanium [Ge].[Sn].[Te]